3-benzoyl-1,1,1-trifluoroacetone C(C1=CC=CC=C1)(=O)CC(C(F)(F)F)=O